2-amino-5-(trifluoromethyl)thiophenol NC1=C(C=C(C=C1)C(F)(F)F)S